[C+4].C(C=O)(=O)[O-].C(C=O)(=O)[O-].C(C=O)(=O)[O-].C(C=O)(=O)[O-] Glyoxylate carbon